C(C)(=O)C1=C(C=C(C=C1)Cl)C1=CC(N(C=C1OC)C(C(=O)NC1=CC=C2C=NNC2=C1)CC1=CC=CC=C1)=O 2-(4-(2-acetyl-5-chlorophenyl)-5-methoxy-2-oxopyridin-1(2H)-yl)-N-(1H-indazol-6-yl)-3-phenylpropionamide